(4-(2-(dimethylamino)ethyl)-1,3-dioxolane-2,2-diyl)bis(1-(pentylthio)hexane-6,2-diyl) bis-(decanoate) C(CCCCCCCCC)(=O)OC(CSCCCCC)CCCCC1(OCC(O1)CCN(C)C)CCCCC(CSCCCCC)OC(CCCCCCCCC)=O